OC=1C(C=CN2N([C@H]3N(C(C21)=O)CCOC3)C(C3=CC=C(C=C3)F)C3=CC=C(C=C3)F)=O (12aR)-7-Hydroxy-12-[bis(4-fluorophenyl)methyl]-3,4,12,12a-tetrahydro-1H-[1,4]oxazino[3,4-c]pyrido[2,1-f][1,2,4]triazin-6,8-dion